1-((5-(Azetidin-1-yl)pyrazin-2-yl)methyl)-1H-pyrazol-4-amine N1(CCC1)C=1N=CC(=NC1)CN1N=CC(=C1)N